1-benzyl-4,5,6,7-tetrahydro-1H-imidazo[4,5-c]pyridine trifluoroacetate FC(C(=O)O)(F)F.C(C1=CC=CC=C1)N1C=NC=2CNCCC21